4-bromo-6-(ethylsulfinyl)pyrazolo[1,5-a]pyridine-3-carbonitrile BrC=1C=2N(C=C(C1)S(=O)CC)N=CC2C#N